OC1=C(C(=CC(=C1)O)O)CC(=O)CC1=C(C=C(C=C1O)O)O 2,4,6-trihydroxyphenylmethylketone